ClC1=C(C(=CC=C1)F)CC1=NOC(N1CC=1C=NC=NC1)=O 3-[(2-chloro-6-fluorophenyl)methyl]-4-(pyrimidin-5-ylmethyl)-4,5-dihydro-1,2,4-oxadiazol-5-one